NC1=C(C=C2C=C(C=NC2=N1)C(=O)N(CC1=NC=C(C=C1)C(F)(F)F)[C@H]1[C@@H](CCCC1)OC)Br 7-amino-6-bromo-N-((1R,2R)-2-methoxycyclohexyl)-N-((5-(trifluoromethyl)-2-pyridinyl)methyl)-1,8-naphthyridine-3-carboxamide